6-(6-chloro-5-(ethylsulfonyl)pyridin-3-yl)-2-(trifluoromethyl)-[1,2,4]triazolo[1,5-a]pyrimidine ClC1=C(C=C(C=N1)C=1C=NC=2N(C1)N=C(N2)C(F)(F)F)S(=O)(=O)CC